N-(2-fluorophenyl)furan-2-carboxamide FC1=C(C=CC=C1)NC(=O)C=1OC=CC1